ClC=1C(=NC(=NC1)NC)C1=CC=C2CN(C(C2=C1)=O)[C@@H](C(=O)NC(C(CC)O)C1=CC(=CC(=C1)C)F)C (2R)-2-{6-[5-chloro-2-(methylamino)pyrimidin-4-yl]-1-oxo-2,3-dihydro-1H-isoindol-2-yl}-N-[1-(3-fluoro-5-methylphenyl)-2-hydroxybutyl]propanamide